C(C)OC1CC(C1)N1N=C(C(=C1)NC(=O)C=1N=C(SC1)C=1C=NN(C1)CP([O-])([O-])=O)C1=NC=CC=C1.NC(CCCNC(=[NH2+])N)C(=O)O.NC(CCCNC(=[NH2+])N)C(=O)O 1-(4-amino-4-carboxybutyl)guanidinium (4-(4-((1-((1s,3s)-3-ethoxycyclobutyl)-3-(pyridin-2-yl)-1H-pyrazol-4-yl)carbamoyl)thiazol-2-yl)-1H-pyrazol-1-yl)methylphosphonate